C(C)OC(=O)C1=C(C(=NN1C)C)CC.C(C1=CC=CC=C1)OC1=CC=C(C(=O)NCCC2CCN(CC2)C(C)C2=CC=CC=C2)C=C1 4-(benzyloxy)-N-{2-[1-(1-phenylethyl)piperidin-4-yl]ethyl}benzamide ethyl-4-ethyl-1,3-dimethyl-1H-pyrazole-5-carboxylate